FC=1C=C(C=CC1OC1=CC=NC2=CC=C(N=C12)OC)NC(=O)C=1C(N(C(=CC1)C)C1=NC=C(C=C1C)F)=O N-[3-fluoro-4-[(6-methoxy-1,5-naphthyridin-4-yl)oxy]phenyl]-1-(5-fluoro-3-methylpyridin-2-yl)-6-methyl-2-oxopyridine-3-carboxamide